N1=CC(=CC=C1)C=1C=CC=C2C(=NC=NC12)N 8-(pyridin-3-yl)quinazolin-4-amine